[Si](C)(C)(C(C)(C)C)O[C@H]1[C@@H](O[C@@H]([C@H]1OCCC#N)CO[Si](C)(C)C(C)(C)C)N1C(N=C(C=C1)NC(C1=CC=CC=C1)=O)=O N-(1-((2R,3R,4R,5R)-3-((tert-butyldimethylsilyl)oxy)-5-(((tert-butyldimethylsilyl)oxy)methyl)-4-(2-cyanoethoxy)tetrahydrofuran-2-yl)-2-oxo-1,2-dihydropyrimidin-4-yl)benzamide